C1(CCCC1)C(C(=O)NC1=CC=C(C=C1)C=1C(=[N+](C=CC1C(F)(F)F)[O-])C)NC(=O)C=1C(=NOC1)CC 3-(4-(2-cyclopentyl-2-(3-ethylisoxazole-4-carboxamido)acetamido)phenyl)-2-methyl-4-(trifluoromethyl)pyridine 1-oxide